3-(4-(3-aminoprop-1-yn-1-yl)-1-oxoisoindol-2-yl)piperidine-2,6-dione NCC#CC1=C2CN(C(C2=CC=C1)=O)C1C(NC(CC1)=O)=O